ClC=1N=CC=2CCC3=C(C2C1F)N(C1=C3C(NCC13CC3)=O)COCC[Si](C)(C)C 2'-chloro-1'-fluoro-11'-((2-(trimethylsilyl)ethoxy)methyl)-6',8',9',11'-tetrahydrospiro[cyclopropane-1,10'-pyrido[3',4':4,5]pyrrolo[2,3-f]isoquinolin]-7'(5'H)-one